6-BROMO-5-ISOCYANO-PYRIDINE-2,4-DIAMINE BrC1=C(C(=CC(=N1)N)N)[N+]#[C-]